C(#N)C=1C=C(C=NC1)CN1C2=C(C3=CC=CC(=C13)C(=O)O)CCCC(C2)CCCCCC 5-[(5-cyanopyridin-3-yl)methyl]-7-hexyl-5H,6H,8H,9H,10H-cyclohepta[b]indole-4-carboxylic acid